C(#N)CC(=O)NCC1CN(C2=CC=CC=C2C1)C1=CC=C(C=C1)C(F)(F)F 2-cyano-N-((1-(4-(trifluoromethyl)phenyl)-1,2,3,4-tetrahydroquinolin-3-yl)methyl)acetamide